BrC=1C=C(C=C2CCN(CC12)C(=O)OC(C)(C)C)C(=O)OC 2-(t-butyl) 6-methyl 8-bromo-3,4-dihydroisoquinoline-2,6(1H)-dicarboxylate